bromo-1,2-dimethoxypropane BrC(C(C)OC)OC